N2,N4-dicyclohexyl-6-[5-(methylthio)-3-(3,4,5-trimethoxyphenyl)-1H-pyrazol-1-yl]-1,3,5-triazine-2,4-diamine C1(CCCCC1)NC1=NC(=NC(=N1)NC1CCCCC1)N1N=C(C=C1SC)C1=CC(=C(C(=C1)OC)OC)OC